6-methylpiperazine-1,3-dicarboxylic acid 1-(tert-butyl) ester C(C)(C)(C)OC(=O)N1CC(NCC1C)C(=O)O